ClC1=C(C=C(C=C1N1CCN(CC1)C1COC1)OC(F)F)NC1=NC=2N(C(=N1)NC1CC1)N=CC2C#N 2-{[2-chloro-5-(difluoromethoxy)-3-[4-(oxetan-3-yl)piperazin-1-yl]phenyl]amino}-4-(cyclopropylamino)pyrazolo[1,5-a][1,3,5]triazine-8-carbonitrile